5-(1-(2,2-difluoroethyl)-4-fluoro-2-methyl-1H-benzo[d]imidazol-6-yl)-N-((3R,4S)-3-fluoro-1-(oxetan-3-yl)piperidin-4-yl)-4-methoxypyrrolo[2,1-f][1,2,4]triazin-2-amine FC(CN1C(=NC2=C1C=C(C=C2F)C=2C=CN1N=C(N=C(C12)OC)N[C@@H]1[C@@H](CN(CC1)C1COC1)F)C)F